C(C)(C)(C)P(C1CCCC1)C(C)(C)C ditertbutyl(cyclopentyl)phosphane